aluminum-sulfide [S-2].[Al+3].[S-2].[S-2].[Al+3]